OC1=NOC(=C1)C(=O)N(C)C(C(NC1=CC=C(C=C1)[Si](C)(C)C)=O)C1=CC=C(C=C1)OCCOC 3-hydroxy-N-(1-(4-(2-methoxyethoxy)phenyl)-2-oxo-2-((4-(trimethylsilyl)phenyl)amino)ethyl)-N-methyl-1,2-oxazole-5-carboxamide